2-Methyl-2-[4-[3-(4-methylsulfanylphenyl)-3-oxoprop-1-enyl]phenoxy]propanoic acid CC(C(=O)O)(C)OC1=CC=C(C=C1)C=CC(=O)C1=CC=C(C=C1)SC